C[C@H]1N(CCOC1)C1=CC(NC(=C1)N1C(CN(CC1)S(=O)(=O)C1COCC1)C(F)(F)F)=O 4-[(3R)-3-methylmorpholin-4-yl]-6-[4-tetrahydrofurane-3-ylsulfonyl-2-(trifluoromethyl)piperazin-1-yl]-1H-pyridin-2-one